8-ethynyl-7-fluoro-1-(8-fluoro-4-(methyl(((R)-piperidin-2-yl)methyl)amino)-2-(8-methyl-3,8-diazabicyclo[3.2.1]octan-3-yl)pyrido[4,3-d]pyrimidin-7-yl)isoquinolin-3(2H)-one C(#C)C1=C(C=CC2=CC(NC(=C12)C1=C(C=2N=C(N=C(C2C=N1)N(C[C@@H]1NCCCC1)C)N1CC2CCC(C1)N2C)F)=O)F